6-(6-cyclopentyl-1H-pyrrolo[2,3-b]pyridin-3-yl)-N-(2,2-difluoroethyl)imidazo[1,2-a]pyridine-3-carboxamide C1(CCCC1)C1=CC=C2C(=N1)NC=C2C=2C=CC=1N(C2)C(=CN1)C(=O)NCC(F)F